BrC1=C(C(=CC=C1)Cl)NC(=O)C=1C(=NC(=NC1)NC=1C=C(C=CC1OC1CNCC1)C)OC N-(2-bromo-6-chlorophenyl)-4-methoxy-2-[4-(3-pyrrolidinyloxy)-3-toluidino]-5-pyrimidinecarboxamide